CN(CCN1N=CC2=CC(=CC=C12)B1OC(C(O1)(C)C)(C)C)C N,N-dimethyl-2-(5-(4,4,5,5-tetramethyl-1,3,2-dioxaborolan-2-yl)-1H-indazol-1-yl)ethan-1-amine